4'-((2-butyl-4-oxo-1,3-diazaspiro[4.4]non-1-en-3-yl)methyl)-2'-(cyclopropoxymethyl)-N-(4,5-dimethylisoxazol-3-yl)-N-(methoxymethyl)-[1,1'-biphenyl]-2-sulfonamide C(CCC)C1=NC2(C(N1CC1=CC(=C(C=C1)C=1C(=CC=CC1)S(=O)(=O)N(COC)C1=NOC(=C1C)C)COC1CC1)=O)CCCC2